C(C)C=1N=NC(=C(N1)SC)CC1=CC(=CC=C1)C 3-ethyl-6-(3-methylbenzyl)-5-(methylthio)-1,2,4-triazine